C(#N)C1=C(N=CN1C[C@@H]1CC[C@H](CC1)C(=O)OC)C methyl trans-4-[(5-cyano-4-methyl-imidazol-1-yl)methyl]cyclohexanecarboxylate